CC1=C(C(=CC=C1)N)O 6-amino-o-cresol